ethyl 6-(3-fluoro-4-methylphenyl)-4-oxo-3-(pentafluoroethyl)-4,5-dihydropyrazolo[1,5-a]-pyrazine-2-carboxylate FC=1C=C(C=CC1C)C=1NC(C=2N(C1)N=C(C2C(C(F)(F)F)(F)F)C(=O)OCC)=O